4-phenylpyrrolidine-3-carboxamide dihydrochloride Cl.Cl.C1(=CC=CC=C1)C1C(CNC1)C(=O)N